9-bromo-5,12-bis-(tert-butoxycarbonyl)-7,12-dihydro-indolo[3,2-d][1]benzazepin-6(5H)-one BrC=1C=C2C(=CC1)N(C1=C2CC(N(C2=C1C=CC=C2)C(=O)OC(C)(C)C)=O)C(=O)OC(C)(C)C